S1C(=CC=C1)[SeH] thiol-selenol